ClC=1SC=CC1NC(=O)[C@H]1C(N(C[C@@H]1C1=NN(C(=C1)C(F)(F)F)C)C)=O (3S,4R)-N-(2-chloro-3-thienyl)-1-methyl-4-[1-methyl-5-(trifluoromethyl)pyrazol-3-yl]-2-oxo-pyrrolidine-3-carboxamide